(1Z)-1,2-difluoro-1-iodo-ethylene F/C(=C/F)/I